BrC1=C(C(=NC=C1)F)C(CCC(C=C)NC([O-])=O)=O (6-(4-bromo-2-fluoropyridin-3-yl)-6-oxohex-1-en-3-yl)carbamate